O(C1=CC=CC=C1)P(OC1=CC=CC=C1)(OC1=CC=CC=C1)=O triphenoxyphosphorus oxide